(dimethyl-phenylphosphine) gold (I) chloride [Au]Cl.CP(C1=CC=CC=C1)C